1-((4-(benzyloxy)-2-(2,6-dioxopiperidin-3-yl)-1-oxoisoindolin-5-yl)methyl)-3-(3-(1-(trifluoromethyl)cyclopropyl)phenyl)urea C(C1=CC=CC=C1)OC1=C2CN(C(C2=CC=C1CNC(=O)NC1=CC(=CC=C1)C1(CC1)C(F)(F)F)=O)C1C(NC(CC1)=O)=O